CC1=C(C=CC=[N+]1CC2=CN=C(N=C2N)C)CCOP(=O)(O)OP(=O)(O)O The molecule is a pyridinium ion that is the O-pyrophosphoryl derivative of pyrithiamine. It has a role as an antimicrobial agent. It derives from a pyrithiamine.